2-cyclobutoxy-ethan-1-ol C1(CCC1)OCCO